((3S,7aR)-7a-(hydroxymethyl)hexahydro-1H-pyrrolizin-3-yl)methyl dimethylcarbamate CN(C(OC[C@@H]1CC[C@]2(CCCN12)CO)=O)C